(±)-1-{1-[2-methyl-6-(2,2,2-trifluoro-ethoxy)-pyrimidin-4-yl]-ethyl}-3-(3-trifluoromethyl-bicyclo[1.1.1]pent-1-yl)-urea CC1=NC(=CC(=N1)[C@@H](C)NC(=O)NC12CC(C1)(C2)C(F)(F)F)OCC(F)(F)F |r|